ClC1=CC=C2C(=NC=NC2=C1)NC(CCCN1C(NC(C1)=O)=O)C (4-((7-chloroquinazolin-4-yl)amino)pentyl)imidazolidine-2,4-dione